C(#N)C1=NC=CC(=C1)C=1C(=C2CCCC2=C(C1)F)NC(=O)N=[S@](=O)(N)C=1C=NN2C1OCCC2 (R)-N'-((5-(2-cyanopyridin-4-yl)-7-fluoro-2,3-dihydro-1H-inden-4-yl)carbamoyl)-6,7-dihydro-5H-pyrazolo[5,1-b][1,3]oxazine-3-sulfonimidamide